Phenol-5-d C1(=CC=CC(=C1)[2H])O